BrC1=C(C=C(C(=C1)OC)\C=C\[N+](=O)[O-])OCCC (E)-1-bromo-5-methoxy-4-(2-nitrovinyl)-2-propoxybenzene